The molecule is an organic sodium salt that is the trisodium salt of 3,3'-[(3-carboxy-4-oxocyclohexa-2,5-dien-1-ylidene)methylene]bis(6-hydroxybenzoic acid). It has a role as a histological dye, a fluorochrome and an insulin-like growth factor receptor 1 antagonist. It contains an aurintricarboxylate. C1=CC(=C(C=C1/C(=C/2\\C=CC(=O)C(=C2)C(=O)O)/C3=CC(=C(C=C3)[O-])C(=O)[O-])C(=O)O)[O-].[Na+].[Na+].[Na+]